Ethyl N-[(1S)-1-[(1S)-2-[[(1S)-2-amino-1-(1H-indol-3-ylmethyl)-2-oxo-ethyl]carbamoyl]-6,6-dimethyl-3-azabicyclo[3.1.0]hexane-3-carbonyl]-2,2-dimethyl-propyl]carbamate NC([C@H](CC1=CNC2=CC=CC=C12)NC(=O)C1[C@@H]2C(C2CN1C(=O)[C@H](C(C)(C)C)NC(OCC)=O)(C)C)=O